2,3,5-trifluoro-1-nitrobenzene FC1=C(C=C(C=C1F)F)[N+](=O)[O-]